N[C@@H]1C[C@H](C1)N(C(CC1=CC=C(C=C1)OCC(C)C)=O)C N-(3-amino-trans-cyclobutyl)-2-(4-isobutoxyphenyl)-N-methylacetamide